ClC=1C=C(C=CC1F)NC(N(C1=CC=C(C=C1)OC)CC1=NN=C(N1C(C)C)C)=O 3-(3-chloro-4-fluorophenyl)-1-((4-isopropyl-5-methyl-4H-1,2,4-triazol-3-yl)methyl)-1-(4-methoxyphenyl)urea